2-[1-(4-bromophenyl)-5-methylpyrazol-3-yl]propan-2-ol BrC1=CC=C(C=C1)N1N=C(C=C1C)C(C)(C)O